C1(=CC=CC=C1)C1=NN=C(S1)C1[C@H]2CN(C[C@@H]12)C(=O)OC(C)(C)C tert-butyl (1R,5S,6r)-6-(5-phenyl-1,3,4-thiadiazol-2-yl)-3-azabicyclo[3.1.0]hexane-3-carboxylate